C(C)(C)(C)OC(=O)N1C[C@H](OCC1)CN1CCC(CC1)NC=1C=2N(C=C(C1)C(=C)OCC)C(=CN2)C(=C)C (2R)-2-[[4-[[6-(1-ethoxyethenyl)-3-isopropenyl-imidazo[1,2-a]pyridin-8-yl]amino]-1-piperidinyl]methyl]morpholine-4-carboxylic acid tert-butyl ester